COC=1C=C(C=C(C1OC)OC)C#C[Si](C)(C)C 3,4,5-trimethoxy-1-[2-(trimethylsilyl)ethynyl]-benzene